NC1=NC(=NC(=C1)NC1=C(C=CC=C1)O)C(=O)NC1CC2=CC=CC=C2C1 4-Amino-N-(2,3-dihydro-1H-inden-2-yl)-6-((2-hydroxyphenyl)amino)pyrimidine-2-carboxamide